2-(3,4-dimethoxyphenyl)-7-(1-ethylpiperidin-4-yl)-4H-pyrido[1,2-a]pyrimidin-4-one COC=1C=C(C=CC1OC)C=1N=C2N(C(C1)=O)C=C(C=C2)C2CCN(CC2)CC